((2R,3R,4R,5R)-5-(2-amino-6-(methylamino)-9H-purin-9-yl)-4-fluoro-4-methyl-3-((3-methylbutanoyl)oxy)tetrahydrofuran-2-yl)methyl L-valinate N[C@@H](C(C)C)C(=O)OC[C@H]1O[C@H]([C@]([C@@H]1OC(CC(C)C)=O)(C)F)N1C2=NC(=NC(=C2N=C1)NC)N